FC1=C(C=CC(=C1C=1C=C2C=NC(=NC2=CC1)NC1CCNCC1)F)NS(=O)(=O)C=1C=2CCC(C2C=C(C1)F)O N-{2,4-difluoro-3-[2-(piperidin-4-ylamino)quinazolin-6-yl]phenyl}-6-fluoro-1-hydroxy-2,3-dihydro-1H-indene-4-sulfonamide